ClC1=C(C(=O)N(CCC2OCCC2)C2CC2)C=C(C=N1)C=1C=NN(C1)C1=C(C=C(C=C1Cl)C(C(F)(F)F)(C(F)(F)F)F)Cl 2-chloro-N-cyclopropyl-5-(1-(2,6-dichloro-4-(perfluoropropan-2-yl)phenyl)-1H-pyrazol-4-yl)-N-(2-(tetrahydrofuran-2-yl)ethyl)nicotinamide